[W].ClC1(C(OCC1)(Cl)Cl)Cl (tetrachloro)(tetrahydrofuran) tungsten